NC1=CC(=C(C=C1Cl)S(=O)(=O)N(C(OC(C)(C)C)=O)C=1N=CSC1)F tert-butyl ((4-amino-5-chloro-2-fluorophenyl)sulfonyl)(thiazol-4-yl)carbamate